methyl 2-(1,3,3a,4,6,6a-hexahydrofuro[3,4-c]pyrrol-5-yl)-5,7-dihydrofuro[3,4-b]pyridine-3-carboxylate C1OCC2C1CN(C2)C2=C(C=C1C(=N2)COC1)C(=O)OC